ClC1=NC=C(C(=O)NCC=2C=NC=CC2)C=C1 6-chloro-N-(pyridin-3-ylmethyl)nicotinamide